2,4-Dichlorophenoxyacetic acid neodymium [Nd].ClC1=C(OCC(=O)O)C=CC(=C1)Cl